FC1=CC=C(C(=O)C=2C=C(NC2)C(=O)[O-])C=C1 4-(4-fluorobenzoyl)-1H-pyrrole-2-carboxylate